(5-Chlorothiophene-3-yl)(phenyl)methanone ClC1=CC(=CS1)C(=O)C1=CC=CC=C1